(3-(2-(dimethylamino)ethyl)-1H-indol-4-yl)methyl acetate C(C)(=O)OCC1=C2C(=CNC2=CC=C1)CCN(C)C